Pyrazolo[4,3-e]Pyridine-6-carboxamide N=1N=CC2=CC=C(NC21)C(=O)N